tert-butyl (S)-2-cyclopropyl-4-(4-((2-fluoro-3-methyl-4-((1-methyl-1H-benzo[d]imidazol-5-yl)oxy)phenyl)amino)pyrido[3,2-d]pyrimidin-6-yl)piperazine-1-carboxylate C1(CC1)[C@@H]1N(CCN(C1)C=1C=CC=2N=CN=C(C2N1)NC1=C(C(=C(C=C1)OC1=CC2=C(N(C=N2)C)C=C1)C)F)C(=O)OC(C)(C)C